N-(1-(1-(2-((1S,4s)-4-((3-Methylpyridin-2-yl)oxy)cyclohexyl)ethyl)-1H-pyrazol-3-carbonyl)piperidin-4-yl)acetamid CC=1C(=NC=CC1)OC1CCC(CC1)CCN1N=C(C=C1)C(=O)N1CCC(CC1)NC(C)=O